COC(CCNS(=O)(=O)C1CCC(CC1)C(=O)O)=O 4-(N-(3-methoxy-3-oxopropyl)sulfamoyl)cyclohexanecarboxylic Acid